6,7-dibromo-1,4-dihydro-1,4-epoxynaphthalene BrC=1C=C2C3C=CC(C2=CC1Br)O3